cis-fluoroproline FN1[C@@H](CCC1)C(=O)O